N1C(C2(C=3C1=CN=CC3)CC2)=O 1',2'-dihydrospiro[cyclopropane-1,3'-pyrrolo[2,3-c]pyridin]-2'-one